[4-[4-(2-dimethylamino-phenyl)-piperidin-1-yl]-2-(1-trifluoromethyl-cyclopropyl)-quinazolin-6-yl]-methyl-(2-morpholin-4-yl-ethyl)-amine CN(C1=C(C=CC=C1)C1CCN(CC1)C1=NC(=NC2=CC=C(C=C12)N(CCN1CCOCC1)C)C1(CC1)C(F)(F)F)C